6-bromo-2-[(4-chloro-2-fluoro-phenyl)methoxy]-3-fluoro-pyridine BrC1=CC=C(C(=N1)OCC1=C(C=C(C=C1)Cl)F)F